NC=1C=CC=2C(=NC=C(N2)C=2C(=C(C=CC2F)NS(=O)(=O)C=2C(=NC=C(C2)Cl)OC)F)N1 N-[3-(6-aminopyrido[2,3-b]pyrazin-2-yl)-2,4-difluorophenyl]-5-chloro-2-methoxypyridine-3-sulfonamide